Racemic-7-oxaspiro[3.5]nonane-1-carboxylic acid [C@H]1(CCC12CCOCC2)C(=O)O |r|